6-chloro-3-(4-chloro-3-fluorophenyl)-1-(1-methoxy-2-methylpropan-2-yl)-1H-pyrrolo[2,3-b]pyridine ClC1=CC=C2C(=N1)N(C=C2C2=CC(=C(C=C2)Cl)F)C(COC)(C)C